C(C)(C)(C)OC(=O)N1CC(C1)N1C(=NC(=C1)C(F)(F)F)C1=CC=C(C=C1)CN1C2=NC(=NC=C2NC1=O)C1=C(C=CC=C1)C(C)C 3-(2-(4-((2-(2-isopropylphenyl)-8-oxo-7,8-dihydro-9H-purin-9-yl)methyl)phenyl)-4-(trifluoromethyl)-1H-imidazol-1-yl)azetidine-1-carboxylic acid tert-butyl ester